(S)-2-((2-(2,6-difluoro-4-(3-sulfamoyl-1H-pyrrol-1-yl)phenyl)-7-methylimidazo[1,2-a]pyridin-3-yl)methyl)morpholine-4-carboxylic acid methyl ester COC(=O)N1C[C@@H](OCC1)CC1=C(N=C2N1C=CC(=C2)C)C2=C(C=C(C=C2F)N2C=C(C=C2)S(N)(=O)=O)F